(S)-1-(2-((3-(4-(m-tolyloxy)phenyl)-1H-pyrazolo[3,4-d]pyrimidin-1-yl)methyl)pyrrolidin-1-yl)prop-2-en-1-one C1(=CC(=CC=C1)OC1=CC=C(C=C1)C1=NN(C2=NC=NC=C21)C[C@H]2N(CCC2)C(C=C)=O)C